BrC1=CC=C(C=C1)CCCN(C=1C2=C(N=C(N1)C1=COC=C1)SC(=C2)C)C N-(3-(4-bromophenyl)propyl)-2-(furan-3-yl)-N,6-dimethylthieno[2,3-d]pyrimidin-4-amine